methyl 4-chloro-5,8-dimethylquinoline-2-carboxylate ClC1=CC(=NC2=C(C=CC(=C12)C)C)C(=O)OC